ClC=1C=C(C=CC1CN(C(=O)C1CCCCC1)C=1C=C(C=CC1)/C=C/C(=O)OC)C1=CC=C(C=C1)N(C)C methyl (E)-3-(3-(N-((3-chloro-4'-(dimethylamino)-[1,1'-biphenyl]-4-yl)methyl)cyclohexanecarboxamido)phenyl)acrylate